vinylidenecyclobutane C(=C)=C1CCC1